C(N)(=O)C=1C(=NN(C1)C1(C(CN(CC1)CC1=CC=C(C=C1)C#CC)F)CC#N)NC(OC)=O Methyl (4-carbamoyl-1-(4-(cyanomethyl)-3-fluoro-1-(4-(prop-1-yn-1-yl) benzyl)piperidin-4-yl)-1H-pyrazol-3-yl)carbamate